3-chloro-4-(3-methyloxetan-3-yl)aniline ClC=1C=C(N)C=CC1C1(COC1)C